N-[(2,3-dimethoxyphenyl)methyl]-1-[5-(pyridin-4-yl)-1H-pyrazole-3-carbonyl]piperidine-4-carboxamide COC1=C(C=CC=C1OC)CNC(=O)C1CCN(CC1)C(=O)C1=NNC(=C1)C1=CC=NC=C1